N-ethyl-N-ethylphenyl-urea C(C)N(C(=O)NC1=CC=CC=C1)CC